COC1=C(C=CC=C1)C1CCN2N1C=1C=C(C=CC1C2=O)C=2C=NC(=NC2)N2CCOCC2 3-(2-methoxyphenyl)-6-(2-morpholinylpyrimidin-5-yl)-2,3-dihydropyrazolo[1,2-a]indazol-9(1H)-one